FC=1C(=C(C=C(C1)C(C)C)[C@@H](C(=O)O)N1C[C@@H](CC1)N(CCCCCC1=NC=2NCCCC2C=C1)C)C(F)(F)F (S)-2-(3-fluoro-5-isopropyl-2-(trifluoromethyl)phenyl)-2-((R)-3-(methyl(5-(5,6,7,8-tetrahydro-1,8-naphthyridin-2-yl)pentyl)amino)pyrrolidin-1-yl)acetic acid